NC1=NC=CC2=CC(=CC=C12)CNC(C1=C(N=CC=C1)NCC1CCN(CC1)C)=O N-((1-aminoisoquinolin-6-yl)methyl)-2-(((1-methylpiperidin-4-yl)methyl)amino)nicotinamide